CP(NC1=CC=CC=C1)(=O)CC1=CC=C(C=C1)C1=NOC(=N1)C(F)(F)F P-methyl-N-phenyl-P-(4-(5-(trifluoromethyl)-1,2,4-oxadiazol-3-yl)benzyl)phosphinic amide